butyne chloride [Cl-].C#CCC